((4-Bromo-3-fluorobenzyl)oxy)(tert-butyl)dimethylsilane BrC1=C(C=C(CO[Si](C)(C)C(C)(C)C)C=C1)F